4-(5-bromo-2,3-difluorophenoxy)-2-fluoro-1-(4-fluorophenyl)butan-1-ol BrC=1C=C(C(=C(OCCC(C(O)C2=CC=C(C=C2)F)F)C1)F)F